6-[2-(1-Ethylpiperidin-4-yl)-4-fluoro-1,3-benzothiazol-6-yl]-2-methylimidazo[1,2-b]pyridazin C(C)N1CCC(CC1)C=1SC2=C(N1)C(=CC(=C2)C=2C=CC=1N(N2)C=C(N1)C)F